CN(C(C(=O)C1=CC=C(C=C1)N1CCOCC1)(CC)CC1=CC=C(C=C1)C)C 2-(dimethylamino)-2-(4-methyl-benzyl)-1-(4-morpholine-4-yl-phenyl)-butane-1-one